(S)-6-((4-((2-hydroxy-1-phenylethyl)amino)-5-(5-(pyridin-2-yl)-1,3,4-oxadiazol-2-yl)pyridin-2-yl)amino)-1-isopropyl-2-(methoxymethyl)-1,2-dihydro-3H-pyrazolo[3,4-b]pyridin-3-one OC[C@H](C1=CC=CC=C1)NC1=CC(=NC=C1C=1OC(=NN1)C1=NC=CC=C1)NC1=CC=C2C(=N1)N(N(C2=O)COC)C(C)C